C(CCCCCCCCC)OC(CCCCCCCCCCC)=O dodecanoic acid n-decyl ester